2,2'-methylene-bis(4-ethyl-6-tert-butyl-phenol) C(C1=C(C(=CC(=C1)CC)C(C)(C)C)O)C1=C(C(=CC(=C1)CC)C(C)(C)C)O